kalium water O.[K]